FC1=C(C(=NN=N1)F)Cl difluoro-monochlorotriazine